CN1CC2=CC=CC(NC3=NC=NC(C=4C=NC=C(CCCNC(CC1)=O)C4)=N3)=C2 14-Methyl-3,5,7,14,18,24,28-heptaazatetracyclo[20.3.1.1~2,6~.1~8,12~]octacosa-1(26),2(28),3,5,8(27),9,11,22,24-nonaen-17-one